isoxazolidin-3-one O1NC(CC1)=O